3,9-bis{2-[3-(3-t-butyl-4-hydroxy-5-methyl-phenyl)propionyloxy]-1,1-dimethylethyl}-2,4,8,10-tetraoxaspiro[5.5]undecane C(C)(C)(C)C=1C=C(C=C(C1O)C)CCC(=O)OCC(C)(C)C1OCC2(CO1)COC(OC2)C(COC(CCC2=CC(=C(C(=C2)C)O)C(C)(C)C)=O)(C)C